C(C)C1=CN=C(O1)C1CC(CC1)C(=O)OC methyl 3-(5-ethyloxazol-2-yl)cyclopentane-1-carboxylate